FC(N1N=C(C=C1)NC(=O)C=1C(=CC=2N(C1)C=C(N2)C2CCOCC2)OC)F N-(1-(difluoromethyl)-1H-pyrazol-3-yl)-7-methoxy-2-(tetrahydro-2H-pyran-4-yl)imidazo[1,2-a]pyridine-6-carboxamide